4,6-dichloro-6-methoxy-2-(methylthio)pyrimidine ClC=1N=C(NC(C1)(OC)Cl)SC